FC1CC(N(C1)C=1C=CC=2N(N1)C(=CN2)C(=O)NC2CN(CC2)CC=2C=C(C(=O)OCCCC)C=CC2)C2=C(C=CC(=C2)F)SC Butyl 3-{[3-{6-[4-fluoro-2-[5-fluoro-2-(methylsulfanyl)phenyl]pyrrolidin-1-yl]imidazo[1,2-b]pyridazine-3-amido}pyrrolidin-1-yl]methyl}benzoate